2-(prop-2-yn-1-yl)-6-(4,4,5,5-tetramethyl-1,3,2-dioxaborolan-2-yl)isoindolin-1-one C(C#C)N1C(C2=CC(=CC=C2C1)B1OC(C(O1)(C)C)(C)C)=O